C=C1OCCC1=C 2,3-dimethylene-1-oxacyclopentane